{6-[3-(1-Ethylpiperidin-4-yl)-5-fluoro-cinnolin-7-yl]-2-methylimidazo[1,2-b]pyridazin-8-yl}methanol C(C)N1CCC(CC1)C=1N=NC2=CC(=CC(=C2C1)F)C=1C=C(C=2N(N1)C=C(N2)C)CO